Cl.Cl.NCC1=CC=C(C=C1)C=1N(N=C2C1N=CN(C2=O)CC2(CCN(CC2)CC2=C(C=C(C=C2)C=2C(=NOC2C)C)F)O)C 3-(4-(aminomethyl)phenyl)-6-((1-(4-(3,5-dimethylisoxazol-4-yl)-2-fluorobenzyl)-4-hydroxypiperidin-4-yl)methyl)-2-methyl-2,6-dihydro-7H-pyrazolo[4,3-d]pyrimidin-7-one dihydrochloride